C(=O)(O)CCCC1=C(OC2=CC=C(C=C2)C2=CC=C(C=C2)OC2=C(C=C(C=C2)N)CCCC(=O)O)C=CC(=C1)N 4,4'-bis[2-(3-carboxypropyl)-4-(amino)phenoxy]biphenyl